CN[C@@H](CC1=C(C=CC=C1)CN)C(=O)O L-N-methyl-2-aminomethylphenylalanine